2,5-Dioxopyrrolidin-1-yl 3-((3-(3-methyl-3H-diazirin-3-yl)propyl)sulfinyl)propanoate CC1(N=N1)CCCS(=O)CCC(=O)ON1C(CCC1=O)=O